5-methyl-resorcinol tert-butyl-(3-(2,2-difluoro-1-hydroxyethyl)piperidin-3-yl)carbamate C(C)(C)(C)N(C(=O)OC1=CC(O)=CC(=C1)C)C1(CNCCC1)C(C(F)F)O